C(C)(C)C1=NN(C=2C(=NNC(C21)=O)C)C 3-isopropyl-1,7-dimethyl-1,5-dihydro-4H-pyrazolo[3,4-d]pyridazin-4-one